(E)-4-fluoro-3-(2-nitrovinyl)-1-((2-(trimethylsilyl)ethoxy)methyl)-1H-indazole FC1=C2C(=NN(C2=CC=C1)COCC[Si](C)(C)C)\C=C\[N+](=O)[O-]